C1(=CC=CC=C1)C=1C2=CC=CC=C2C(=C2C=CC(=CC12)C=1C=C(C#N)C=C(C1)C1=C2C=CC=C3C=4C(=C5C(=C(C4C(C=C1)=C32)C3=CC=CC=C3)C=CC=C5)C5=CC=CC=C5)C5=CC=CC=C5 3-(9,10-diphenylanthracen-2-yl)-5-(7,12-diphenylbenzo[k]fluoranthen-3-yl)benzonitrile